5-{6-[(5-Methoxypyridin-2-yl)methoxy]-[1,3]oxazolo[5,4-b]pyridin-2-yl}-N-methylpyridine-2-carboxamide COC=1C=CC(=NC1)COC=1C=C2C(=NC1)OC(=N2)C=2C=CC(=NC2)C(=O)NC